2-methyl-5-nitro-pyrazole-3-carbonitrile CN1N=C(C=C1C#N)[N+](=O)[O-]